O1C(CC1)CCOC=1C=NC=CC1CN 1-{3-[2-(oxetan-2-yl)ethoxy]pyridin-4-yl}methanamine